C1CCC2=C(C=3CCCC3C=C12)NC(=O)N=S(=O)(N)C=1C=NN2C1OCCC(C2)NC N'-((1,2,3,5,6,7-hexahydro-s-indacen-4-yl)carbamoyl)-7-(methylamino)-5,6,7,8-tetrahydropyrazolo[5,1-b][1,3]oxazepine-3-sulfonimidamide